3-[3-[3-[4-[(3R,5R)-5-[(5-bromo-1-methyl-6-oxo-pyridazin-4-yl)amino]-1-methyl-3-piperidyl]benzoyl]-3,9-diazaspiro[5.5]undecan-9-yl]phenyl]piperidine-2,6-dione BrC1=C(C=NN(C1=O)C)N[C@@H]1C[C@@H](CN(C1)C)C1=CC=C(C(=O)N2CCC3(CC2)CCN(CC3)C=3C=C(C=CC3)C3C(NC(CC3)=O)=O)C=C1